(R)-2-(4-methyl-6-((1-methylpiperidin-3-yl)amino)pyridazin-3-yl)-5-(trifluoromethoxy)phenol CC1=C(N=NC(=C1)N[C@H]1CN(CCC1)C)C1=C(C=C(C=C1)OC(F)(F)F)O